NC1CCC12CCN(CC2)C2=CC(N(C(=N2)C)C2=C(C(=CC=C2)Cl)Cl)=O 6-1-amino-7-azaspiro[3.5]nonan-7-yl-3-(2,3-dichlorophenyl)-2-methyl-3,4-dihydropyrimidin-4-one